C(C)(=O)OCOC1=C(C(N(N=C1C)C)=O)C=1C2=C(SC1Br)C=CC(=C2)F 5-[(Acetyloxy)methoxy]-4-(2-Bromo-5-fluorobenzo[b]thien-3-yl)-2,6-dimethyl-3(2H)-pyridazinon